CN(CCC1=CN(C2=CC=CC=C12)C(=O)OC(C(C)C)Cl)C 1-Chloro-2-methylpropyl 3-(2-(dimethylamino) ethyl)-1H-indole-1-carboxylate